tert-butyl 4-(((5-chloro-2-isopropoxybenzyl)amino) methyl)piperidine-1-carboxylate ClC=1C=CC(=C(CNCC2CCN(CC2)C(=O)OC(C)(C)C)C1)OC(C)C